tert-butyl (S)-4-((1-((benzyloxy)carbonyl)piperidin-4-yl)methyl)-3-(trifluoromethyl)piperazine-1-carboxylate C(C1=CC=CC=C1)OC(=O)N1CCC(CC1)CN1[C@@H](CN(CC1)C(=O)OC(C)(C)C)C(F)(F)F